BrC1=C(N=NN1CC1=CC=C(C=C1)OC)C=C 5-bromo-1-(4-methoxybenzyl)-4-vinyl-1H-1,2,3-triazole